NC[C@H](C1=CC(=CC=C1)Cl)NC(=O)C=1N=CN(C1)C1=NC(=NC=C1C)NC1CCOCC1 (S)-N-(2-amino-1-(3-chlorophenyl)-ethyl)-1-(5-methyl-2-((tetrahydro-2H-pyran-4-yl)amino)-pyrimidin-4-yl)-1H-imidazole-4-carboxamide